ClC=1C=CC=C2C=CC=C(C12)C1=CC=C2C(=NC(=NC2=C1F)OC1CCN(CC1)CCCOC)N1C[C@@H](N(CC1)C(=O)OCC1=CC=CC=C1)CC#N benzyl (S)-4-(7-(8-chloronaphthalen-1-yl)-8-fluoro-2-((1-(3-methoxypropyl)piperidin-4-yl)oxy)quinazolin-4-yl)-2-(cyanomethyl)piperazine-1-carboxylate